ClC=1C=C2C(=CNC(C2=CN1)=O)I 6-chloro-4-iodo-2,7-diazanaphthalen-1(2H)-one